8-fluoroindeno[2,1-b]indol-6(5H)-one FC=1C=C2C(C=3NC4=CC=CC=C4C3C2=CC1)=O